N1C(CC1)COC1=C(C=C(C=C1)NC(=O)C1CC1)C=1C(=NOC1C)C N-[4-(azetidin-2-ylmethoxy)-3-(3,5-dimethylisoxazol-4-yl)phenyl]cyclopropanecarboxamide